C1=CC=CC2=C1C=NC1=C(N2)C=CC=C1 benzo[b][1,4]benzodiazepine